Diethyl 4,4'-[(3,5-dinitropyridine-2,6-diyl)diimino]dibenzoate [N+](=O)([O-])C=1C(=NC(=C(C1)[N+](=O)[O-])NC1=CC=C(C(=O)OCC)C=C1)NC1=CC=C(C(=O)OCC)C=C1